COC1=C(C=CC(=C1)C=1C=NN(C1)C)NC=1N=CC2=C(N1)C(=NC=C2)N2CC(CC2)O 1-(2-((2-methoxy-4-(1-methyl-1H-pyrazol-4-yl)phenyl)amino)pyrido[3,4-d]pyrimidin-8-yl)pyrrolidin-3-ol